ClC1=CC2=C(C(=CO2)S(=O)(=O)NC2=CC=C(C=C2)C#N)C=C1 6-chloro-N-(4-cyanophenyl)-1-benzofuran-3-sulfonamide